[Si](C)(C)(C(C)(C)C)OC=1C=CC2=C(C(OCC3=C2C=CC(=C3)O[Si](C)(C)C(C)(C)C)=O)C1 3,9-bis((tert-butyldimethylsilyl)oxy)dibenzo[c,e]oxepin-5(7H)-one